C1(=CC=CC=C1)[C@H]([C@H]1CNC2=C(N1)N=CC=C2)NCCC2=CC(=CS2)[C@H](C(=O)O)C |o1:25| (R or S)-2-(5-(2-(((R)-phenyl((R)-1,2,3,4-tetrahydropyrido[2,3-b]pyrazin-3-yl)methyl)amino)ethyl)thiophen-3-yl)propanoic acid